O1N=C(C=C1)NC(=O)N1CCCCC1 N-(isoxazol-3-yl)piperidine-1-carboxamide